S1C2=C(C=C1C[Sn](C)(C)C)C=CC=C2 (benzo[b]thiophen-2-ylmethyl)trimethylstannane